FC(C1=CC=C(OC2=CC=C3CCN(CC3=C2)S(=O)(=O)CCC(=O)N)C=C1)(F)F 3-((7-(4-(trifluorometh-yl)phenoxy)-3,4-dihydro-isoquinolin-2(1H)-yl)sulfonyl)propanamide